C(C)(C)(C)OC(=O)N1CCCC(=CC1)C1=CC=C(C=C1)C#N 5-(4-cyanophenyl)-2,3,4,7-tetrahydro-1H-azepine-1-carboxylic acid tert-butyl ester